1-(5-chloro-2-(difluoromethoxy)phenyl)-3-methyl-6-(pyrazolo[1,5-a]pyrimidin-3-yl)-1H-pyrazolo[4,3-c]pyridine ClC=1C=CC(=C(C1)N1N=C(C=2C=NC(=CC21)C=2C=NN1C2N=CC=C1)C)OC(F)F